1,2,4-triazine-3-formic acid N1=NC(=NC=C1)C(=O)O